1-(3-Fluoro-5-fluoromethoxypyridin-4-yl)-7-methoxy-3-methyl-8-(2-methyl-3H-benzoimidazol-5-yl)-1,3-dihydroimidazo-[4,5-c]quinolin-2-one FC=1C=NC=C(C1N1C(N(C=2C=NC=3C=C(C(=CC3C21)C2=CC1=C(N=C(N1)C)C=C2)OC)C)=O)OCF